N-(1-(difluoromethyl)-3-(pyridin-2-yl)-1H-pyrazol-4-yl)-2-(3-(trifluoromethyl)-1H-pyrazol-4-yl)thiazole-4-carboxamide FC(N1N=C(C(=C1)NC(=O)C=1N=C(SC1)C=1C(=NNC1)C(F)(F)F)C1=NC=CC=C1)F